COCN1C=[N+](C=C1)C 1-(methoxymethyl)-3-methyl-1H-imidazol-3-ium